phosphonium imidazol N1C=NC=C1.[PH4+]